C1(C(CCCC1)(C(=O)O)C(=O)O)(C(=O)OC(=O)C1(C(CCCC1)(C(=O)O)C(=O)O)C(=O)OC(=O)C1(C(CCCC1)(C(=O)O)C(=O)O)C(=O)O)C(=O)O dicyclohexanetetracarboxylic acid dianhydride